(R)-1-((8-Chloro-1,7-naphthyridin-3-yl)methyl)pyrrolidin-3-ol Hydrochloride Cl.ClC=1N=CC=C2C=C(C=NC12)CN1C[C@@H](CC1)O